6-[1,4]diazepan-1-yl-pyridazin N1(CCNCCC1)C1=CC=CN=N1